C(O)CN.P(O)(O)(O)=O phosphoric acid monoethanolamine salt